tert-Butyl 3-(5-methoxy-7-(thiazol-2-yl)benzo[d]oxazol-2-yl)-3,6-diazabicyclo[3.1.1]heptane-6-carboxylate COC=1C=C(C2=C(N=C(O2)N2CC3N(C(C2)C3)C(=O)OC(C)(C)C)C1)C=1SC=CN1